methionine sodium salt [Na+].N[C@@H](CCSC)C(=O)[O-]